5-(3-isopropyl-pyrrolidin-1-yl)pyridin-2-amine C(C)(C)C1CN(CC1)C=1C=CC(=NC1)N